CN1N=C(C(=C1)C1=CC=C2C(=N1)NC1=C2C(=NC(=C1)[3H])[3H])[3H] 2-[1-methyl(3-3H)-1H-pyrazol-4-yl](5,7-3H2)-9H-pyrrolo[2,3-b:4,5-c']dipyridine